1-(7-(4-(2-(3,4-dimethoxyphenyl)-1,4-dimethyl-1H-imidazo[4,5-c]pyridin-6-yl)phenyl)-2,7-diazaspiro[3.5]nonan-2-yl)-2-methylpropan-2-ol COC=1C=C(C=CC1OC)C=1N(C2=C(C(=NC(=C2)C2=CC=C(C=C2)N2CCC3(CN(C3)CC(C)(O)C)CC2)C)N1)C